acetyl-L-carnitine L-threoninate hydrochloride Cl.N[C@@H]([C@H](O)C)C(=O)O[C@@](C[N+](C)(C)C)(CC([O-])=O)C(C)=O